FC=1C(=C(C=NC1O)C#N)C 5-fluoro-6-hydroxy-4-methylpyridine-3-carbonitrile